CC1=CC=CC2=C1N=C(O2)[C@H]2N(CCC1=C2N=CN1)C(=O)C=1OC(=NN1)C1=NC=CC=C1 (S)-(4-(4-methylbenzo[d]oxazol-2-yl)-6,7-dihydro-1H-imidazo[4,5-c]pyridin-5(4H)-yl)(5-(pyridin-2-yl)-1,3,4-oxadiazol-2-yl)methanone